1-ethyl-3-(piperidine-3-yl)imidazoline C(C)N1CN(CC1)C1CNCCC1